1-[2-(3-fluoroazetidin-1-yl)ethyl]-6-(4-fluoro-2,3-dimethyl-phenyl)-3H-imidazo[4,5-b]pyridin-2-one FC1CN(C1)CCN1C(NC2=NC=C(C=C21)C2=C(C(=C(C=C2)F)C)C)=O